(1-(2-chloro-5-((1-(2,2-difluoroethyl)-1H-pyrazol-4-yl)ethynyl)pyridin-4-yl)-4-methylpiperidin-4-yl)-N,N-dimethylmethylamine ClC1=NC=C(C(=C1)N1CCC(CC1)(C)CN(C)C)C#CC=1C=NN(C1)CC(F)F